C1(CCCC1)C1CCCC1 BICYCLOPENTANE